BrC=1C=C2C(NNC(C2=CC1)=O)=O 6-bromo-2,3-dihydrophthalazine-1,4-dione